tert-butyl 4-(1-(3-(benzyloxy)propyl)cyclopropyl)piperidine-1-carboxylate C(C1=CC=CC=C1)OCCCC1(CC1)C1CCN(CC1)C(=O)OC(C)(C)C